3-hydroxy-11-methyl-9,10,11,12-tetrahydro-8H-[1,4]diazepino[5',6':4,5]thieno[3,2-f]quinoxalin-8-one OC1=NC=2C=CC3=C(C2N=C1)C1=C(S3)C(NCC(N1)C)=O